N-((4-((5-((3S,4S)-4-amino-3-methyl-2-oxa-8-azaspiro[4.5]decan-8-yl)pyrazin-2-yl)thio)-3-chloropyridin-2-yl)carbamoyl)methanesulfonamide N[C@@H]1[C@@H](OCC12CCN(CC2)C=2N=CC(=NC2)SC2=C(C(=NC=C2)NC(=O)NS(=O)(=O)C)Cl)C